C1CCC2=C(C=CC=C12)C1=C(C=C2C(=N1)C(=NN2)C=2C=CC(=NC2)C2CN(CC2)C(C(=O)N)C)OC 2-(3-(5-(5-(2,3-Dihydro-1H-inden-4-yl)-6-methoxy-1H-pyrazolo[4,3-b]pyridin-3-yl)pyridin-2-yl)pyrrolidin-1-yl)propanamide